2-(2-fluoro-4-(pyrrolidin-2-yl)phenyl)-N-(3-(piperidin-1-yl)propyl)benzo[d]imidazo[2,1-b]thiazole-7-carboxamide dihydrochloride Cl.Cl.FC1=C(C=CC(=C1)C1NCCC1)C=1N=C2SC3=C(N2C1)C=CC(=C3)C(=O)NCCCN3CCCCC3